2-methyl-2,9-dihydro-1H-pyrido[3,4-b]indol CN1CC=2NC3=CC=CC=C3C2C=C1